C1(=CC=CC=C1)S(=O)(=O)N1C=CC2=C1N=CC=1NC(CNC12)=O 7-(benzenesulfonyl)-1,2,4,7-tetrahydro-3H-pyrrolo[3',2':5,6]Pyrido[3,4-b]Pyrazin-3-one